rac-1-(tert-butyl) 4-ethyl (3R,4S)-3-(2-chlorophenyl)piperidine-1,4-dicarboxylate ClC1=C(C=CC=C1)[C@@H]1CN(CC[C@@H]1C(=O)OCC)C(=O)OC(C)(C)C |r|